COC1=CC=C(C(=C1)N1CCC(CC1)N1CCN(CC1)C)C 2-methoxy-5-methyl-4-(4-(4-methylpiperazin-1-yl)piperidin-1-yl)benzene